FC(C=1C=CC(=NC1)CNC=1C=NN(C1)C)F N-((5-(difluoromethyl)pyridin-2-yl)methyl)-1-methyl-1H-pyrazol-4-amine